1-[[6-(Difluoromethyl)-2-(methoxymethyl)imidazo-[2,1-b][1,3,4]thiadiazol-5-yl]methyl]-3R-[2,2-difluorocyclopropyl]-2H-pyrrol-5-on FC(C=1N=C2SC(=NN2C1CN1CC(=CC1=O)[C@@H]1C(C1)(F)F)COC)F